OC=1C(=CC2=C(NC=N2)C1)C#N 6-hydroxy-1H-benzo[d]imidazole-5-carbonitrile